5-amino-8-(2,6-dimethyl-4-pyridinyl)-2-[(5-methyloxazol-4-yl)methyl]-7-(1-piperidinyl)-[1,2,4]triazolo[4,3-c]pyrimidin-3-one NC1=NC(=C(C=2N1C(N(N2)CC=2N=COC2C)=O)C2=CC(=NC(=C2)C)C)N2CCCCC2